1-(4-Chloro-3-(trifluoromethyl)phenyl)piperazine ClC1=C(C=C(C=C1)N1CCNCC1)C(F)(F)F